C(C)N1N=CC=2C1=NC=CC2NCC2=CC=C(C=C2)S(=O)(=O)N 4-((1-Ethyl-1H-pyrazolo[3,4-b]pyridin-4-yl)aminomethyl)benzenesulfonamide